O1CCN(CC1)C1=CC(=NC=2N1N=C(C2)CCC(=O)O)N2N=C(C=C2)C=2C=C(C=CC2)C 3-(7-morpholino-5-(3-(m-tolyl)-1H-pyrazol-1-yl)pyrazolo[1,5-a]pyrimidin-2-yl)propanoic acid